5-bromo-6-((3-methyl-4-((1-methyl-1H-benzimidazol-5-yl)oxy)phenyl)amino)pyrimidin-4-amine BrC=1C(=NC=NC1NC1=CC(=C(C=C1)OC1=CC2=C(N(C=N2)C)C=C1)C)N